di(oxetane-3-yl)methyl-di-i-propyl-oxysilane O1CC(C1)C(C1COC1)[SiH](OC(C)C)OC(C)C